N-[(2-Amino-3-pyridyl)sulfonyl]-6-(2-fluoro-4-methylphenyl)-2-[(4S)-2,2,4-trimethylpyrrolidin-1-yl]pyridin-3-carboxamid NC1=NC=CC=C1S(=O)(=O)NC(=O)C=1C(=NC(=CC1)C1=C(C=C(C=C1)C)F)N1C(C[C@@H](C1)C)(C)C